(S)-4-(4-(((2-amino-4-hydroxypteridin-6-yl)methyl)amino)benzamido)-5-oxo-5-((2-(2-(prop-2-yn-1-yloxy)ethoxy)ethyl)amino)pentanoic acid NC1=NC2=NC=C(N=C2C(=N1)O)CNC1=CC=C(C(=O)N[C@@H](CCC(=O)O)C(NCCOCCOCC#C)=O)C=C1